tert-butyl rel-(3aR,5r,6aS)-5-hydroxyhexahydrocyclopenta[c]pyrrole-2(1H)-carboxylate OC1C[C@@H]2[C@@H](CN(C2)C(=O)OC(C)(C)C)C1 |o1:3,4|